C(C)(=O)N1[C@H]([C@@H]([C@H](C2=CC(=CC=C12)N1CCC(CC1)NC(OC(C)(C)C)=O)NC1=CC=CC=C1)C)C |r| rac-tert-butyl (1-((2S,3R,4R)-1-acetyl-2,3-dimethyl-4-(phenylamino)-1,2,3,4-tetrahydroquinolin-6-yl)piperidin-4-yl)carbamate